NC(=O)C=CN1C(=O)NC(=O)C=C1 1-(aminocarbonylvinyl)-uracil